C(CCC)=O 1-butanon